C1=CC(=C(C=C1C2=C(C(=O)C3=C(C=C(C=C3O2)O)O)[O-])O)O The molecule is conjugate base of quercetin arising from selective deprotonation of the 7-hydroxy group; major species at pH 7.3. It is a conjugate base of a quercetin.